N[C@H](C(=O)N[C@@H](CCCCNC(CCCCCCC)=O)C(=O)N[C@@H](CC1=CC=CC=C1)C(=O)N[C@@H](CC1=CC=C(C=C1)O)C(=O)O)CC=1N(CN(C1)CCC1=CC=CC=C1)CCC1=CC=CC=C1 N2-((S)-2-amino-3-(1,3-diphenethyl-2,3-dihydro-1H-imidazol-4-yl)propanoyl)-N6-octanoyl-L-lysyl-L-phenylalanyl-L-tyrosine